(2S,3S)-1,4-bis(mercapto)butane-2,3-Diol SC[C@H]([C@@H](CS)O)O